C1(=CC=C(C=C1)CC(=NO)N)C1=CC=CC=C1 2-([1,1'-biphenyl]-4-yl)-N'-hydroxyacetamidine